ClC=1C=C(C(N(N1)C)=O)C1=C(C=CC2=CC=C(C=C12)C)C 6-chloro-4-(2,7-dimethyl-1-naphthyl)-2-methyl-3(2H)-pyridazinone